BrC=1C=C(C=C(C1)Br)C(C(=O)OC)(C)C methyl 2-(3,5-dibromophenyl)-2-methylpropanoate